methyl 2-((4-(3-((4-cyano-2-fluorobenzyl)oxy)-1H-pyrazol-1-yl)piperidin-1-yl)methyl)-1-((1-isopropyl-1H-imidazol-5-yl)methyl)-1H-benzo[d]imidazole-6-carboxylate C(#N)C1=CC(=C(COC2=NN(C=C2)C2CCN(CC2)CC2=NC3=C(N2CC2=CN=CN2C(C)C)C=C(C=C3)C(=O)OC)C=C1)F